1-[4-(trifluoromethyl)phenyl]propane-1,2-dione FC(C1=CC=C(C=C1)C(C(C)=O)=O)(F)F